methyl (R)-1-Boc-2-piperazine-carboxylate C(=O)(OC(C)(C)C)N1[C@H](CNCC1)C(=O)OC